FC(C1=C(CNC2=CN=C3N(C2=O)[C@@H](CC3)C(=O)NCC=3C=CC(=NC3C)NC(OC(C)(C)C)=O)C=CC=C1)F tert-butyl (S)-(5-((3-((2-(difluoromethyl)benzyl)amino)-4-oxo-4,6,7,8-tetrahydropyrrolo[1,2-a]pyrimidine-6-carboxamido)methyl)-6-methylpyridin-2-yl)carbamate